formyl-aminopyrimidine C1=CN=C(N=C1C=O)N